BrCCCOC1OCCCC1 2-(3-bromo-propoxy)-tetrahydro-2H-pyran